1H-benzo[d]Imidazole-7-carboxylic acid N1C=NC2=C1C(=CC=C2)C(=O)O